COC=1C=C(C=CC1OC)C1=C(C=2N=C(N=CC2N1)C1CCN(CC1)C(CN(C)C)=O)C(C)C 1-(4-(6-(3,4-dimethoxyphenyl)-7-isopropyl-5H-pyrrolo[3,2-d]pyrimidin-2-yl)piperidin-1-yl)-2-(dimethylamino)ethan-1-one